ClC=1C=NC(=NC1)N1CCC(CC1)CCCOC1=CC(=C(C=C1)CC(=O)N1[C@@H]2CN([C@H](C1)C2)C[C@@H]([C@@H]([C@@H](CO)O)O)O)F 2-(4-(3-(1-(5-chloropyrimidin-2-yl)piperidin-4-yl)propoxy)-2-fluorophenyl)-1-((1S,4S)-5-((2S,3S,4R)-2,3,4,5-tetrahydroxypentyl)-2,5-diazabicyclo[2.2.1]heptan-2-yl)ethan-1-one